N[C@@H]1C[C@H]2N(CC1)C(OC2)=O (7S,8aR)-7-amino-1,5,6,7,8,8a-hexahydrooxazolo[3,4-a]pyridin-3-one